3-bisaminoethylcyclohexane NC(CC1CCCCC1)N